FC1=C(C=CC=C1)NS(=O)(=O)C=1C=C(C(=C(C(=O)NC2=CNC(C=C2)=O)C1)OC)OC 5-(N-(2-fluorophenyl)sulfamoyl)-2,3-dimethoxy-N-(6-oxo-1,6-dihydropyridin-3-yl)benzamide